{(2S,6R)-6-(5-methyl-2,4-dioxo-3,4-dihydropyrimidin-1(2H)-yl)-4-tritylmorpholin-2-yl}methyl succinate C(CCC(=O)[O-])(=O)OC[C@@H]1CN(C[C@@H](O1)N1C(NC(C(=C1)C)=O)=O)C(C1=CC=CC=C1)(C1=CC=CC=C1)C1=CC=CC=C1